C(C1=CC=CC=C1)OC1=C(NC)C(=CC=C1)[N+](=O)[O-] 2-(benzyloxy)-N-methyl-6-nitroaniline